5-(1-(azetidin-3-ylmethyl)piperidin-4-yl)-2-(2,6-dioxopiperidin-3-yl)-6-fluoroisoindole N1CC(C1)CN1CCC(CC1)C1=CC2=CN(C=C2C=C1F)C1C(NC(CC1)=O)=O